P(O)(=O)(OP(=O)(O)OP(=O)(O)O)OC[C@@H]1[C@H]([C@H]([C@@H](O1)C1=CN(C(=O)NC1=O)CCCCN)O)O 1-(4-amino-butyl)pseudouridine triphosphate